prop-2-en-1-amine hydrogen chloride Cl.C(C=C)N